N,N'-bis(2-methylaminoethyl)-piperazine CNCCN1CCN(CC1)CCNC